N-(4-((2-((5-cyclopropyl-1-methyl-2-oxo-1,2-dihydropyridin-3-yl)amino)-1-methyl-1H-imidazo[4,5-b]pyridin-6-yl)oxy)pyridin-2-yl)acetamide C1(CC1)C=1C=C(C(N(C1)C)=O)NC=1N(C=2C(=NC=C(C2)OC2=CC(=NC=C2)NC(C)=O)N1)C